2-(4-chloro-1-phthalazinyl)-5-(trifluoromethyl)phenol ClC1=NN=C(C2=CC=CC=C12)C1=C(C=C(C=C1)C(F)(F)F)O